IC[C@@H]1CN(CCC1)C(=O)OC(C)(C)C tert-butyl (S)-3-(iodomethyl)piperidine-1-carboxylate